[Si](C)(C)(C(C)(C)C)[N-][Si](C)(C)C(C)(C)C.[Li+] lithium bis(t-butyldimethylsilyl)amide